bromopropyl-methyl-dibutoxysilane D-beta-methyl-aspartate CC([C@@H](N)C(=O)O)C(=O)O.BrCCC[Si](OCCCC)(OCCCC)C